C(C)(C)(C)O[C@H](C(=O)O)C1=C(C2=C(N=C(S2)C2=CC=C3C(=N2)C(=NN3CC)C3CCN(CC3)C3COC3)C=C1C)C1=CC=C(C=C1)Cl (S)-2-(tert-butoxy)-2-(7-(4-chlorophenyl)-2-(1-ethyl-3-(1-(oxetan-3-yl)piperidin-4-yl)-1H-pyrazolo[4,3-b]pyridin-5-yl)-5-methylbenzo[d]thiazol-6-yl)acetic acid